ClC=1C=NC(=C(C(=O)NC2CCC(CC2)CN2C(N(C3=C2C=CC=C3)C3=C(C(=NC=C3)C)C)=O)C1)C(F)(F)F 5-chloro-N-((1r,4r)-4-((3-(2,3-dimethylpyridin-4-yl)-2-oxo-2,3-dihydro-1H-benzo[d]imidazol-1-yl)methyl)cyclohexyl)-2-(trifluoro-methyl)nicotinamide